(1r,4r)-4-(5-(tert-butylamino)-2-(1H-pyrazol-5-yl)thieno[3,2-b]pyridin-7-ylamino)cyclohexanol tert-butyl-4-(2-aminopyridin-4-yl)piperazine-1-carboxylate C(C)(C)(C)C1N(CCN(C1)C1=CC(=NC=C1)N)C(=O)OC1CCC(CC1)NC1=C2C(=NC(=C1)NC(C)(C)C)C=C(S2)C2=CC=NN2